BrC=1C(=C(C=CC1)NC(=O)C=1N(C2=C(CNCC2)N1)C)Cl 2-((3-Bromo-2-chlorophenyl)carbamoyl)-1-methyl-1,4,6,7-tetrahydro-5H-imidazo[4,5-c]pyridine